Tert-butyl N-[6-(hydroxymethyl)pyridin-3-yl]carbamate OCC1=CC=C(C=N1)NC(OC(C)(C)C)=O